5-(2,4-difluorophenyl)-1-((4-methoxyphenyl)sulfonyl)-1H-pyrrole-3-carbaldehyde FC1=C(C=CC(=C1)F)C1=CC(=CN1S(=O)(=O)C1=CC=C(C=C1)OC)C=O